ClC1=C(C=C2C=C(N=CC2=C1)NC(=O)C1OCC(CC1)(F)F)N1CCN(CC1)C1(COCC1O)C N-(7-chloro-6-(4-(4-hydroxy-3-methyltetrahydrofuran-3-yl)piperazin-1-yl)isoquinolin-3-yl)-5,5-difluorotetrahydro-2H-pyran-2-carboxamide